1-(benzofuran-5-yl)butan-2-one O1C=CC2=C1C=CC(=C2)CC(CC)=O